6-Amino-3-bromo-2-fluorobenzoic acid methyl ester COC(C1=C(C(=CC=C1N)Br)F)=O